(3R)-3-amino-7-[5-(5,5-difluoro-1-methyl-3-piperidyl)-1,3,4-oxadiazol-2-yl]-1,1-dioxo-5-[[4-(trifluoromethoxy)phenyl]methyl]-2,3-dihydro-1lambda6,5-benzothiazepin-4-one N[C@H]1CS(C2=C(N(C1=O)CC1=CC=C(C=C1)OC(F)(F)F)C=C(C=C2)C=2OC(=NN2)C2CN(CC(C2)(F)F)C)(=O)=O